FC1=C(C#N)C=CC(=C1)N1C(=C(C=C1C)F)C 2-fluoro-4-(3-fluoro-2,5-dimethyl-1H-pyrrol-1-yl)benzonitrile